3-[4-{5-(1H-pyrazol-4-yl)furan-2-carboxamido}-3-(pyridin-2-yl)-1H-pyrazol-1-yl]-N-(tert-butyl)azetidine-1-carboxamide N1N=CC(=C1)C1=CC=C(O1)C(=O)NC=1C(=NN(C1)C1CN(C1)C(=O)NC(C)(C)C)C1=NC=CC=C1